FC(C=1C=C(C=C(C1)C(F)(F)F)C(C(=O)N(C)C=1C=NC(=CC1C1=C(C=CC=C1)Cl)OC(CO)CO)(C)C)(F)F 2-(3,5-bis-trifluoromethyl-phenyl)-N-[4-(2-chloro-phenyl)-6-(2-hydroxy-1-hydroxymethyl-ethoxy)-pyridin-3-yl]-N-methyl-isobutyramide